2-((1-(2-(3,4-dimethoxyphenyl)-3-isopropyl-1H-indol-5-yl)piperidin-4-yl)oxy)-N,N-dimethylethane-1-amine COC=1C=C(C=CC1OC)C=1NC2=CC=C(C=C2C1C(C)C)N1CCC(CC1)OCCN(C)C